OCCOC(C(C)(O)SC(=S)SCCCCCCCCCCCC)=O 2-(((dodecylthio)thiocarbonyl)thio)-2-hydroxypropionic acid 2-hydroxyethyl ester